1-Propyl-8-(1H-pyrazol-4-yl)-1,7-dihydro-purin-6-one C(CC)N1C=NC=2N=C(NC2C1=O)C=1C=NNC1